CC(C)(C)OC(=O)COC1=CC=C(C2=CC=CC=C21)[S+](C3=CC=CC=C3)C4=CC=CC=C4.C(F)(F)(F)S(=O)(=O)[O-] (tert-Butoxycarbonylmethoxynaphthyl)-diphenylsulfonium triflate